N-[(6-amino-8-methyl-1,5-naphthyridin-3-yl)methyl]benzamide NC=1N=C2C=C(C=NC2=C(C1)C)CNC(C1=CC=CC=C1)=O